COC(\C=C\C=1C=NN(C1)CCOC)=O (E)-3-(1-(2-methoxyethyl)-1H-pyrazol-4-yl)acrylic acid methyl ester